6-fluoro-N-pyrimidinyl-indoline tert-butyl-4-(2-oxo-1H-benzo[cd]indol-5-yl)-3,6-dihydro-2H-pyridine-1-carboxylate C(C)(C)(C)OC(=O)N1CCC(=CC1)C=1C=CC=2C(NC3=CC=CC1C23)=O.FC2=CC=C3CCN(C3=C2)C2=NC=CC=N2